7-chloro-1,2,3,4-tetrahydroisoquinoline-4-Amine ClC1=CC=C2C(CNCC2=C1)N